CC1=NC=NC(=C1C1=CC=C(N=N1)C[N+]1=NOC(=C1)[N-]C(NC1=CC(=CC=C1)C(F)(F)F)=O)C (3-((6-(4,6-dimethylpyrimidin-5-yl)pyridazin-3-yl)methyl)-1,2,3-oxadiazol-3-ium-5-yl)((3-(trifluoromethyl)phenyl)carbamoyl)amide